[Si](C)(C)(C(C)(C)C)OCC1=C(C=CC(=N1)C(C(C(=O)OC)(C)C)C1=C(C=2N(C=C1)C(=NN2)C(F)(F)F)C)C methyl 3-(6-(((tert-butyldimethylsilyl)oxy)methyl)-5-methylpyridin-2-yl)-2,2-dimethyl-3-(8-methyl-3-(trifluoromethyl)-[1,2,4]triazolo[4,3-a]pyridin-7-yl)propanoate